N-(4-(4-amino-5-(2,3-dimethyl-1-oxoisoindolin-5-yl)-7-methyl-7H-pyrrolo[2,3-d]pyrimidin-6-yl)phenyl)methacrylamide NC=1C2=C(N=CN1)N(C(=C2C=2C=C1C(N(C(C1=CC2)=O)C)C)C2=CC=C(C=C2)NC(C(=C)C)=O)C